[In].[B].[Si] silicon-boron-indium